ClC1=C(C=CC(=C1)Cl)C=1CCCC2=C(C1C1=CC=C(C=C1)C(O)C1CN(C1)CCCF)C=CC(=C2)C(=O)O 8-(2,4-dichlorophenyl)-9-(4-((1-(3-fluoropropyl)azetidin-3-yl)(hydroxy)methyl)phenyl)-6,7-dihydro-5H-benzo[7]annulene-3-carboxylic acid